N[C@@H](C(=O)O)CC1=CNC2=CC=C(C=C12)F (R)-2-amino-3-(5-fluoro-1H-indol-3-yl)propanoic acid